C(C)N(C1=CC=C2C=C(COC2=C1)C(C(F)(F)F)=O)CC 7-(diethylamino)-3-(2,2,2-trifluoroethan-1-one-1-yl)-2H-chromene